C(C)(C)(C)OC(NC=1C=C2C=C(N=CC2=C(C1)Cl)N)=O tert-butyl(3-amino-8-chloroisoquinolin-6-yl)carbamate